tert-butyl (R)-4-(3-(2,6-bis(benzyloxy)pyridin-3-yl)-1-methyl-1H-indazol-6-yl)-2-methylpiperazine-1-carboxylate C(C1=CC=CC=C1)OC1=NC(=CC=C1C1=NN(C2=CC(=CC=C12)N1C[C@H](N(CC1)C(=O)OC(C)(C)C)C)C)OCC1=CC=CC=C1